cyclotetracosene C1=CCCCCCCCCCCCCCCCCCCCCCC1